Cl.NC1=NC=NN2C1=NC=C2C=2C=C(C=CC2C([2H])([2H])[2H])S(=O)(=O)NC21CCC(C2)(C1)C#N 3-(4-aminoimidazo[2,1-f][1,2,4]triazin-7-yl)-N-(4-cyanobicyclo[2.1.1]hexan-1-yl)-4-(methyl-d3)benzenesulfonamide hydrochloric acid salt